(1S,2R)-2-((S)-5H-Imidazo[5,1-a]isoindol-5-yl)cyclobutan-1-ol C=1N=CN2C1C1=CC=CC=C1[C@@H]2[C@@H]2[C@H](CC2)O